C(C)(C)(C)OC(CC1=C(C=C(C=C1C(C)C)Cl)C(C)C)=O.N1(CCNCC1)CC1=CC=C(C=C1)N(C)N1C(C2=CC=CC=C2C1=O)=O [4-(piperazin-1-ylmethyl)phenyl-methylamino]isoindoline-1,3-dione tert-butyl-2-(4-chloro-2,6-diisopropylphenyl)acetate